ClC=1N=C(C=2C(N1)=C(N(N2)COCC[Si](C)(C)C)CCC2=CC=C(C=C2)Cl)N(C)CC2=C(C=C(C=C2)OC)OC 5-chloro-3-(4-chlorophenethyl)-N-(2,4-dimethoxybenzyl)-N-methyl-2-((2-(trimethylsilyl)ethoxy)methyl)-2H-pyrazolo[4,3-d]pyrimidin-7-amine